acryloyloxy-1,2,2,6,6-pentamethyl-piperidin (S)-tert-butyl-7-(7-bromo-6,8-dimethoxy-2-((1-methylpyrrolidin-2-yl)methoxy)quinazolin-4-yl)-2,7-diazaspiro[3.5]Nonane-2-carboxylate C(C)(C)(C)OC(=O)N1CC2(C1)CCN(CC2)C2=NC(=NC1=C(C(=C(C=C21)OC)Br)OC)OC[C@H]2N(CCC2)C.C(C=C)(=O)OC2C(N(C(CC2)(C)C)C)(C)C